8-[(1R)-1-[2-[4-[tert-butyl(dimethyl)silyl]oxy-1-piperidyl]-4-fluoro-anilino]ethyl]-6-fluoro-3-methyl-2-morpholino-quinazolin-4-one [Si](C)(C)(C(C)(C)C)OC1CCN(CC1)C1=C(N[C@H](C)C=2C=C(C=C3C(N(C(=NC23)N2CCOCC2)C)=O)F)C=CC(=C1)F